methyl 4-oxo-2H,3H,5H-furo[3,2-c]quinoline-7-carboxylate O=C1NC=2C=C(C=CC2C2=C1CCO2)C(=O)OC